C(C)(C)(C)OC(=O)N1CCC2(C[C@H](OC2=O)CCN2CCN(CC2)C2=CC=C(C=C2)C)CC1 (S)-1-oxo-3-(2-(4-(p-tolyl)piperazin-1-yl)ethyl)-2-oxa-8-azaspiro[4.5]decane-8-carboxylic acid tert-butyl ester